O(I)I ketoiodide